(2R,3R,4S,5R,6R)-2-((5-(tert-butyl)isoxazol-3-yl)methyl)-4-(4-(2,3-difluoro-4-methylphenyl)-1H-1,2,3-triazol-1-yl)-5-hydroxy-6-(hydroxymethyl)tetrahydro-2H-pyran-3-yl acetate C(C)(=O)O[C@H]1[C@H](O[C@@H]([C@@H]([C@@H]1N1N=NC(=C1)C1=C(C(=C(C=C1)C)F)F)O)CO)CC1=NOC(=C1)C(C)(C)C